methyl (S)-3-amino-3-(4-(ethylsulfonyl)phenyl)propanoate N[C@@H](CC(=O)OC)C1=CC=C(C=C1)S(=O)(=O)CC